2'-(2-morpholinylpyrimidin-5-yl)-6',8'-dihydro-2H-spiro[benzofuran-3,9'-pyrido[3',2':4,5]imidazo[2,1-c][1,4]oxazine] N1(CCOCC1)C1=NC=C(C=N1)C=1C=CC=2N=C3COCC4(N3C2N1)COC1=C4C=CC=C1